OC=1C(C(=C(C(C1)=O)O)Cl)=O 2,5-dihydroxy-6-chlorobenzoquinone